triethyl phosphorimidate P(OCC)(OCC)(OCC)=N